(3-(2-((1-(2-hydroxy-2-methylpropyl)-1H-pyrazol-4-yl)amino)pyrimidin-4-yl)-8-azabicyclo[3.2.1]oct-2-en-8-yl)methanone OC(CN1N=CC(=C1)NC1=NC=CC(=N1)C1=CC2CCC(C1)N2C=O)(C)C